COC1=CC=C2C=C3C(=NC2=C1)N(N=C3N)C(C3=CC(=CC=C3)NC)=O 7-methoxy-1-[3-(methylamino)benzoyl]-1H-pyrazolo[3,4-b]quinolin-3-amine